(R)-3-(2,4-difluoro-phenyl)-N-(2-hydroxy-1-naphthalen-2-yl-ethyl)-propionamide FC1=C(C=CC(=C1)F)CCC(=O)N[C@@H](CO)C1=CC2=CC=CC=C2C=C1